(R)- or (S)-N-((1-(4-(trifluoromethyl)phenyl)-1,2,3,4-tetrahydro-1,5-naphthyridin-3-yl)methyl)propionamide FC(C1=CC=C(C=C1)N1C[C@H](CC2=NC=CC=C12)CNC(CC)=O)(F)F |o1:10|